C(C)(C)(C)OC(=O)N1CCC(CC1)=CC1=CC(=C(C(=C1)F)C(NC=1SC2=C(N1)C=CC=C2)=O)F 4-(4-(benzo[d]thiazol-2-ylcarbamoyl)-3,5-difluorobenzylidene)piperidine-1-carboxylic acid tert-butyl ester